C(C)(C)(C)OC=1C2=C(N=C(N1)S(=O)(=O)C)SC1=C2C=CN=C1C1=C2C=NN(C2=CC(=C1C(F)(F)F)C(F)F)CC1=CC=C(C=C1)OC 4-(tert-butoxy)-8-(6-(difluoromethyl)-1-(4-methoxybenzyl)-5-(trifluoromethyl)-1H-indazol-4-yl)-2-(methylsulfonyl)pyrido[4',3':4,5]thieno[2,3-d]pyrimidine